3-(2-(4-HYDROXYPIPERIDIN-4-YL)-5-OXO-5,7-DIHYDRO-6H-PYRROLO[3,4-B]PYRIDIN-6-YL)PIPERIDINE-2,6-DIONE OC1(CCNCC1)C1=CC=C2C(=N1)CN(C2=O)C2C(NC(CC2)=O)=O